6-(3-CHLORO-2-FLUORO-6-METHOXYPHENYL)-N-[(2,4-DIMETHOXYPHENYL)METHYL]-4-METHYLPHTHALAZIN-1-AMINE ClC=1C(=C(C(=CC1)OC)C=1C=C2C(=NN=C(C2=CC1)NCC1=C(C=C(C=C1)OC)OC)C)F